ammonium cerium nitrate nitrogen [N].[N+](=O)([O-])[O-].[Ce].[NH4+]